2'-(9H-carbazol-9-yl-d8)-N-(phenyl-d5)-[1,1'-biphenyl]-2,3,3',4',5',6,6'-d7-4-amine C1(=C(C(=C(C=2C3=C(C(=C(C(=C3N(C12)C1=C(C(=C(C(=C1[2H])[2H])[2H])[2H])C=1C(=C(C(=CC1[2H])NC1=C(C(=C(C(=C1[2H])[2H])[2H])[2H])[2H])[2H])[2H])[2H])[2H])[2H])[2H])[2H])[2H])[2H])[2H]